8-[1-(2,2-difluoroethyl)-1H-pyrazolo[4,3-c]pyridin-6-yl]-2-[2-methyl-6-(trifluoromethyl)pyrimidin-4-yl]-2,8-diazaspiro[4.5]decane FC(CN1N=CC=2C=NC(=CC21)N2CCC1(CCN(C1)C1=NC(=NC(=C1)C(F)(F)F)C)CC2)F